BrC=1SC(=C(N1)C(=O)OCC)N1CC(CCC1)(C(NC)=O)NC(=O)OC(C)(C)C ethyl 2-bromo-5-(3-((tert-butoxycarbonyl)amino)-3-(methylcarbamoyl)piperidin-1-yl)thiazole-4-carboxylate